1-Amino-3-(azetidin-3-yloxy)-propan-2-ol NCC(COC1CNC1)O